N-(2,5-difluorobenzyl)-3-(2-(pyridin-2-yl)vinyl)-1H-indazol-5-amine FC1=C(CNC=2C=C3C(=NNC3=CC2)C=CC2=NC=CC=C2)C=C(C=C1)F